bis-tertiary butyl peroxide C(C)(C)(C)OOC(C)(C)C